5-Methyl-4-(3-(trifluoromethoxy)phenyl)-N-(3-(2-oxopropyl)-1,2,4-thiadiazol-5-yl)furan-2-formamide CC1=C(C=C(O1)C(=O)NC1=NC(=NS1)CC(C)=O)C1=CC(=CC=C1)OC(F)(F)F